6-(7-(8-ethynyl-3-hydroxynaphthalen-1-yl)-8-fluoro-2-((tetrahydro-1H-pyrrolizin-7a(5H)-yl)methoxy)pyrido[4,3-d]pyrimidin-4-yl)-2,6-diazabicyclo[3.2.0]heptane-5-carbonitrile C(#C)C=1C=CC=C2C=C(C=C(C12)C1=C(C=2N=C(N=C(C2C=N1)N1C2(CCNC2C1)C#N)OCC12CCCN2CCC1)F)O